COC1=CC(=CC=2CCOC21)C2=NOC(=C2)C2=CC(=CC=C2)F 3-(7-methoxy-2,3-dihydrobenzofuran-5-yl)-5-(3-fluorophenyl)isoxazole